4-Hydroxy-N-[4-[3-(3-hydroxyphenyl)prop-2-enoyl]phenyl]benzenesulfonamide OC1=CC=C(C=C1)S(=O)(=O)NC1=CC=C(C=C1)C(C=CC1=CC(=CC=C1)O)=O